O[C@H](C)C1=CC=C2C3(CC=4C(=NOC4C2=C1)NS(=O)(=O)C1=C(C=CC=C1)OC)CC3 |o1:1| rel-(R)-N-(8'-(1-hydroxyethyl)-4'H-spiro[cyclopropane-1,5'-naphtho[2,1-d]isoxazol]-3'-yl)-2-methoxybenzenesulfonamide